tert-butyl 4-(2-(1H-imidazole-1-yl)pyrimidin-4-yl)piperazine-1-carboxylate N1(C=NC=C1)C1=NC=CC(=N1)N1CCN(CC1)C(=O)OC(C)(C)C